C1=CC=CC=2C3=CC=CC=C3C(C12)COC(=O)N1C(CCC1=O)=O 2,5-dioxopyrrolidine-1-carboxylic acid 9H-fluoren-9-ylmethyl ester